C(C=C)OC(=O)NC(CCCCC)O (Allyloxycarbonylamino)-1-hexanol